CC(C)(SC(C(=O)C1CCCCC1)C)SC(C(=O)C1CCCCC1)C 3'-(propane-2,2-diylbis(sulfanediyl))bis(1-cyclohexylpropan-1-one)